NCC(CC(=O)O)O γ-Amino-β-hydroxybutyric acid